dimethyl (1-isopropylbenzylidene)malonate C(C)(C)C1(C=C(C(=O)OC)C(=O)OC)CC=CC=C1